BrCCCP(C1=CC=CC=C1)(C1=CC=CC=C1)(C1=CC=CC=C1)Br 3-bromopropyl-triphenyl-phosphorus bromide